CC1=C(C=CC(=C1)Cl)[Se][Se]C1=C(C=C(C=C1)Cl)C bis-(2-methyl-4-chlorophenyl) diselenide